C(CC=C)(=O)N1CCC(=CC1)C1=C2C(=NC(=C1)NC(=O)C1CC1)NC=C2 N-(4-(1-(but-3-enoyl)-1,2,3,6-tetrahydropyridin-4-yl)-1H-pyrrolo[2,3-b]pyridin-6-yl)cyclopropylcarboxamide